BrC1=CC(=C(CC=2C=C(C(NN2)=O)C2(CCCC2)C)C(=C1)C)C 6-(4-bromo-2,6-dimethylbenzyl)-4-(1-methylcyclopentyl)pyridazin-3(2H)-one